2-hydroxy-1-(4-(5-(9-phenyl-8,9-dihydro-6H-pyrido[3',2':4,5]imidazo[2,1-c][1,4]oxazin-2-yl)pyrimidin-2-yl)piperazin-1-yl)ethanone OCC(=O)N1CCN(CC1)C1=NC=C(C=N1)C=1C=CC=2N=C3COCC(N3C2N1)C1=CC=CC=C1